(S)-2-(4-methyl-6-((1-methylpiperidin-3-yl)amino)pyridazin-3-yl)-5-(trifluoromethoxy)phenol CC1=C(N=NC(=C1)N[C@@H]1CN(CCC1)C)C1=C(C=C(C=C1)OC(F)(F)F)O